CC1=C(C=2N(C=C1C=1NC3=CC=C(C=C3C1C(C)C)C1CCC(CC1)NC(CNC)=O)N=CN2)C N-(4-(2-(7,8-dimethyl-[1,2,4]triazolo[1,5-a]pyridin-6-yl)-3-isopropyl-1H-indol-5-yl)cyclohexyl)-2-(methylamino)acetamide